2-[2-(2,2-dimethyl-1,3-dioxolan-4-yl)ethylamino]thiazole-4-carboxylate CC1(OCC(O1)CCNC=1SC=C(N1)C(=O)[O-])C